[Si](C)(C)(C(C)(C)C)OCC1=NC(=NC=C1)Cl 4-(((tert-butyldimethylsilyl)oxy)methyl)-2-chloropyrimidine